FC1([C@@H]([C@H](CCC1)N1CCN(CC1)C(C)C)NC(=O)N1CCC(CC1)C1=NC=C(C=C1)C)F |r| rac-N-{(1R,6S)-2,2-difluoro-6-[4-(propan-2-yl)piperazin-1-yl]cyclohexyl}-4-(5-methylpyridin-2-yl)piperidine-1-carboxamide